ClC1=C2C=CC=NC2=C(C=C1)OCC(=O)O 5-chloroquinolin-8-yloxy-acetic acid